3-(3,4-difluorophenyl)-5-((4-methoxybenzyl)thio)pyridine FC=1C=C(C=CC1F)C=1C=NC=C(C1)SCC1=CC=C(C=C1)OC